OC(C(=O)NC=1N=C2N(N=C(C=C2)C=2C=NC(=C(C(=O)O)C2)OC)C1)(C)C 5-(2-(2-hydroxy-2-methylpropanamidyl)imidazo[1,2-b]pyridazin-6-yl)-2-methoxynicotinic acid